(1R)-6-(2-chlorophenoxy)-1,2,3,4-tetrahydronaphthalene-1-carboxamide ClC1=C(OC=2C=C3CCC[C@H](C3=CC2)C(=O)N)C=CC=C1